BrC(C(=O)OCCCCCCCCCCCCCCCCCCCC)C eicosyl 2-bromopropionate